6-(2-chloro-6-fluorophenyl)-4-((4-(methylthio)phenyl)amino)pyridazine-3-carboxylate ClC1=C(C(=CC=C1)F)C1=CC(=C(N=N1)C(=O)[O-])NC1=CC=C(C=C1)SC